FC(C(=O)NC1=CC=CC=C1)(CCC1=CC(=C(C=C1)OC)C(F)(F)F)F 2,2-Difluoro-4-(4-methoxy-3-(trifluoromethyl)phenyl)-N-phenylbutanamide